C(C)(C)(C)OC(=O)NC(C(=O)O)CCC N-(t-butoxycarbonyl)aminopentanoic acid